C(#N)C=1C=C(C=CC1)C(NC(=O)NC(=O)C12CC(C1)(C2)C(F)(F)F)([2H])[2H] 1-[(3-cyanophenyl)-dideuteromethyl]-3-[3-(trifluoromethyl)-1-bicyclo[1.1.1]pentanoyl]urea